FC1=C(C(=C(C(=C1[B-](C1=C(C(=C(C(=C1F)F)F)F)F)(C1=C(C(=C(C(=C1F)F)F)F)F)C1=C(C(=C(C(=C1F)F)F)F)F)F)F)F)F.CC1=C(C(=CC=C1)C)[OH2+] 2,6-dimethylphenyl-oxonium tetrakis(pentafluorophenyl)borate